5-chloro-3-cyclopropyl-2-(4-(trifluoromethyl)pyrimidin-5-yl)-3H-imidazo[4,5-b]pyridine ClC1=CC=C2C(=N1)N(C(=N2)C=2C(=NC=NC2)C(F)(F)F)C2CC2